(S)-4-(5-(3,5-dimethylisoxazol-4-yl)-1-((trans)-4-trideuteromethoxycyclohexyl)-1H-benzo[d]imidazol-2-yl)-3-(3,5-difluorophenyl)-1,3-oxazinane-2-one CC1=NOC(=C1C1=CC2=C(N(C(=N2)[C@H]2N(C(OCC2)=O)C2=CC(=CC(=C2)F)F)[C@@H]2CC[C@H](CC2)OC([2H])([2H])[2H])C=C1)C